7-acetyl-6-methyl-2-[4-(1-methyl-1,2,3,4-tetraazacyclopentan-5-yl)bicyclo[2.2.2]octan-1-yl]-3-(trideuteriomethyl)-3,4-dihydrothieno[3,2-d]pyrimidin-4-one C(C)(=O)C1=C(SC2=C1N=C(N(C2=O)C([2H])([2H])[2H])C21CCC(CC2)(CC1)C1NNNN1C)C